2-ethylhexyl 3-((5-isopropyl-7-(3-(trifluoromethyl)piperidin-1-yl)-5H-pyrrolo[3,2-d]pyrimidin-2-yl)thio)propionate C(C)(C)N1C=C(C=2N=C(N=CC21)SCCC(=O)OCC(CCCC)CC)N2CC(CCC2)C(F)(F)F